COC=1C=C(CN2N=CC3=C(C2=O)N(C2=C3SC(=N2)CC2=CC=C(C=C2)C)C)C=CC1 6-(3-Methoxybenzyl)-4-methyl-2-(4-methylbenzyl)-4,6-dihydro-5H-thiazolo[5',4':4,5]pyrrolo[2,3-d]pyridazin-5-one